C(#N)C1=CC=C(C=C1)C1CC2(CCC(C2)(F)F)CCN1CC1=C2C=CN(C2=C(C=C1OC)C)C(=O)OC(C)(C)C tert-butyl 4-((7-(4-cyanophenyl)-2,2-difluoro-8-azaspiro[4.5]decan-8-yl)methyl)-5-methoxy-7-methyl-1H-indole-1-carboxylate